N-[(3R)-oxan-3-yl]imidazo[1,2-b]pyridazine-3-carboximidamide O1C[C@@H](CCC1)NC(=N)C1=CN=C2N1N=CC=C2